2-(2-(Difluoromethyl)cyclopropyl)pyrimidin-4-amine FC(C1C(C1)C1=NC=CC(=N1)N)F